NC=1N=C(SC1C(C1=CC=C(C=C1)OCC(=O)N1CCC(CC1)N(C)C)=O)N(C1=CC=C(C=C1)F)C(C(=O)N)C (N-[4-amino-5-[4-[2-[4-(dimethylamino)-1-piperidyl]-2-oxo-ethoxy]benzoyl]thiazol-2-yl]-4-fluoro-anilino)propanamide